NC1=NC(=C(C=C1C=1C=C2CCNC(C2=CC1)=O)C1=CC=C(C=C1)[C@]12CN(C[C@@H]2C1)CC(C)(C)O)F 6-(2-amino-6-fluoro-5-(4-((1S,5R)-3-(2-hydroxy-2-methylpropyl)-3-azabicyclo[3.1.0]hexan-1-yl)phenyl)pyridin-3-yl)-3,4-dihydroisoquinolin-1(2H)-one